[C@H]12OC[C@H](N(C1)C1=C(C=C(C(=C1)OC)NC1=NC=NC(=C1)N1OCC[C@@H]1C1=CC(=CC=C1)F)NC(C=C)=O)C2 N-(2-((1R,4R)-2-oxa-5-azabicyclo[2.2.1]heptane-5-yl)-5-((6-((R)-3-(3-fluorophenyl)isoxazolidine-2-yl)pyrimidine-4-yl)amino)-4-methoxyphenyl)acrylamide